NC1=NC(=C2N(C(N(C2=N1)CC1=CC=C(C=C1)OC)=O)C)Cl 2-amino-6-chloro-9-[(4-methoxyphenyl)methyl]-7-methyl-purin-8-one